N-(3,4-dichlorophenyl)-7-methoxy-2-phenylquinoline-4-carboxamide ClC=1C=C(C=CC1Cl)NC(=O)C1=CC(=NC2=CC(=CC=C12)OC)C1=CC=CC=C1